S(=O)(=O)(O)C1=CC=C(C)C=C1.BrC1=C(N)C=C(C=C1)F 2-bromo-5-fluoroaniline tosylate salt